5-(1-cyclohexyl-1H-pyrazol-4-yl)-3-(5-phenyl-1,3,4-oxadiazol-2-yl)pyridin-2-amine C1(CCCCC1)N1N=CC(=C1)C=1C=C(C(=NC1)N)C=1OC(=NN1)C1=CC=CC=C1